C(C)(C)(C)N(C(O)=O)C(CC1=C(C=C(C(=C1)I)Br)OC)C.BrC1=CC(=C(C=C1I)CC(C)NC(OC(C)(C)C)=O)OC tert-butyl (1-(4-bromo-5-iodo-2-methoxyphenyl)propan-2-yl)carbamate tert-butyl-(1-(4-bromo-5-iodo-2-methoxyphenyl)propan-2-yl)carbamate